BrC1=CN=C(N=N1)N1CCC2(CC1)[C@@H](C1=CC=CC=C1C2)N (S)-1'-(6-bromo-1,2,4-triazin-3-yl)-1,3-dihydrospiro[indene-2,4'-piperidin]-1-amine